CN1CCN(CC1)C=1C=CC(=NC1)N 5-(4-methyl-piperazin-1-yl)pyridin-2-amine